2-chloro-6-(1-(2,2-difluoro-1-(4-fluorophenyl)propyl)-3-methyl-1H-pyrazol-4-yl)pyrazine ClC1=NC(=CN=C1)C=1C(=NN(C1)C(C(C)(F)F)C1=CC=C(C=C1)F)C